O=C1NC(CCC1N1C(C2=CC=C(C=C2C1=O)N1CCN(CC1)CC1CCN(CC1)C1=C(C=C(C=C1)NC1=NC(=NC=C1C(=O)N)N1CCCCC1)F)=O)=O 4-((4-(4-((4-(2-(2,6-dioxopiperidin-3-yl)-1,3-dioxoisoindolin-5-yl)piperazin-1-yl)methyl)piperidin-1-yl)-3-fluorophenyl)amino)-2-(piperidin-1-yl)pyrimidine-5-carboxamide